tert-butyl (R)-2-((4-((1-(3-(benzyloxy)phenyl)ethyl)amino)-6-morpholinoquinazolin-8-yl)oxy)acetate C(C1=CC=CC=C1)OC=1C=C(C=CC1)[C@@H](C)NC1=NC=NC2=C(C=C(C=C12)N1CCOCC1)OCC(=O)OC(C)(C)C